[N+](=O)([O-])N1CCCC2=CC=CC=C12 nitro-1,2,3,4-tetrahydroquinoline